1-azabicyclo[2.2.2]-3-octyl acetate C(C)(=O)OC1CN2CCC1CC2